OC[C@H](C1=CC=CC=C1)NC1=NC(=NC=C1C1=NN=NN1)NC1=CC=C(C(=O)N(C)C)C=C1 4-[[4-[[(1S)-2-hydroxy-1-phenyl-ethyl]amino]-5-(1H-tetrazol-5-yl)pyrimidin-2-yl]-amino]-N,N-dimethyl-benzamide